methyl 3-(pyridin-4-yl)-4,5-dihydro-1H-benzo[g]indole-2-carboxylate N1=CC=C(C=C1)C1=C(NC=2C3=C(CCC12)C=CC=C3)C(=O)OC